(R)-2,6-difluoro-4-((6-methoxy-1-methyl-1-(2-oxo-2-(thiazol-2-ylamino)ethyl)-1,2,3,4-tetrahydroisoquinolin-7-yl)oxy)benzoic acid FC1=C(C(=O)O)C(=CC(=C1)OC1=C(C=C2CCN[C@@](C2=C1)(CC(NC=1SC=CN1)=O)C)OC)F